(2-(4-(3-methoxybenzyl)morpholin-2-yl)quinolin-4-yl)(morpholino)methanone COC=1C=C(CN2CC(OCC2)C2=NC3=CC=CC=C3C(=C2)C(=O)N2CCOCC2)C=CC1